terpyridyl platinum (ii) [Pt+2].N1=C(C=CC=C1)C1=NC=CC=C1C1=NC=CC=C1